O1CCN(CC1)C(/C=C/C1=CC2=C(N=C(S2)C=O)C=C1)=O (E)-6-(3-morpholino-3-oxoprop-1-en-1-yl)benzo[d]thiazole-2-carbaldehyde